O1CCC(CC1)N1C(OCC1)=O 3-(tetrahydro-2H-pyran-4-yl)oxazolidin-2-one